racemic-3-((3,3-diethyl-7-(methylsulfanyl)-1,1-dioxo-5-phenyl-2,3,4,5-tetrahydro-1,5-benzothiazepin-8-yl) oxy)-2-fluoro-2-methylpropionate C(C)C1(CS(C2=C(N(C1)C1=CC=CC=C1)C=C(C(=C2)OC[C@@](C(=O)[O-])(C)F)SC)(=O)=O)CC |r|